(3S,4R)-4-amino-tetrahydrofuran-3-ol N[C@H]1[C@@H](COC1)O